Azetidin-1-yl-[4-(hydroxymethyl)bicyclo[2.2.2]oct-1-yl]methanone tert-butyl-(5R)-7-(4-(2,6-dioxopiperidin-3-yl)phenyl)-2,7-diazaspiro[4.4]nonane-2-carboxylate C(C)(C)(C)OC(=O)N1C[C@]2(CC1)CN(CC2)C2=CC=C(C=C2)C2C(NC(CC2)=O)=O.N2(CCC2)C(=O)C21CCC(CC2)(CC1)CO